(E)-N'-(2-chloro-5-methoxybenzylidene)-6-(4-ethoxyphenyl)pyrazine-2-carbohydrazide ClC1=C(\C=N\NC(=O)C2=NC(=CN=C2)C2=CC=C(C=C2)OCC)C=C(C=C1)OC